NCC1=C(C=CC(=N1)C1(CC1)C(=O)N)C(C)C1CCOCC1 (6-(aminomethyl)-5-(1-(tetrahydro-2H-pyran-4-yl)ethyl)pyridin-2-yl)cyclopropanecarboxamide